C(C)C1(NC2=CC=CC=C2C(=N1)N(C)C)N 2-Ethyl-N4,N4-dimethylquinazoline-2,4-diamine